C(C)S(=O)(C)=N ethyl(imino)(methyl)-λ6-sulfanone